trans-4-(2-Amino-2-methylpropanoyl)-N-(1-(4-(((3-aminocyclobutyl)amino)methyl)cyclohexyl)-2-oxo-1,2-dihydropyrimidin-4-yl)piperazine-1-carboxamide hydrochloride salt Cl.NC(C(=O)N1CCN(CC1)C(=O)NC1=NC(N(C=C1)[C@@H]1CC[C@H](CC1)CNC1CC(C1)N)=O)(C)C